4-{3-(cyanomethyl)-3-[4-(7H-pyrrolo[2,3-d]pyrimidin-4-yl)-1H-pyrazol-1-yl]azetidin-1-yl}-N-[3-(trifluoromethyl)pyridin-4-yl]piperidine-1-carboxamide C(#N)CC1(CN(C1)C1CCN(CC1)C(=O)NC1=C(C=NC=C1)C(F)(F)F)N1N=CC(=C1)C=1C2=C(N=CN1)NC=C2